OC1=C(C=CC(=C1)OCCO)C1=NC(=NC(=N1)C1=C(C=C(C=C1)OCCO)O)C1=CC=C(C=C1)Br 2,4-bis(2-hydroxy-4-(2-hydroxyethoxy)phenyl)-6-(4-bromo-phenyl)-s-triazine